O=C1N(CC2=CC(=CC=C12)O[C@@H]1[C@H](CCCC1)N1CC(C1)C1CCOCC1)C1C(NC(CC1)=O)=O 3-(1-oxo-5-(((1S,2S)-2-(3-(tetrahydro-2H-pyran-4-yl)-azetidin-1-yl)cyclohexyl)-oxy)isoindolin-2-yl)piperidine-2,6-dione